C(#N)C1CC(C1)(CC1=NN=C(N1C)S)C=1C=C(C=CC1)NC(OC(C)(C)C)=O tert-butyl (3-((1r,3r)-3-cyano-1-((5-mercapto-4-methyl-4H-1,2,4-triazol-3-yl)methyl)cyclobutyl)phenyl)carbamate